BrC=1C=CC(=C(C1)COCC(F)(F)C=1C=C(C#N)C=CC1COC1=NC(=CC=C1)Br)I 3-[2-[(5-bromo-2-iodo-phenyl)methoxy]-1,1-difluoro-ethyl]-4-[(6-bromo-2-pyridinyl)oxymethyl]benzonitrile